BrC1=C(C=C(C=C1O)C(=O)OC)C(=O)OC Dimethyl 4-bromo-5-hydroxy-benzene-1,3-dicarboxylate